ClC=1C=C(NC2(CCC3(C(CC4=CC=CC(=C34)F)C[C@H](COC3=CC=NC=4CCC[C@@H](C34)C)C)CC2)C(=O)O)C=CC1 4-(3-Chloroanilino)-7'-fluoro-2'-[(2R)-2-methyl-3-{[(5S)-5-methyl-5,6,7,8-tetrahydroquinolin-4-yl]oxy}propyl]-2',3'-dihydrospiro[cyclohexane-1,1'-indene]-4-carboxylic acid